(R)-N-(1-(3-fluorophenyl)piperidin-3-yl)-2-morpholinopyrimidin-4-amine FC=1C=C(C=CC1)N1C[C@@H](CCC1)NC1=NC(=NC=C1)N1CCOCC1